CN1CC(CC1)NC1=CC=C2CCN(CC2=C1)C(=O)OC(C)(C)C tert-butyl 7-((1-methylpyrrolidin-3-yl)amino)-3,4-dihydroisoquinoline-2(1H)-carboxylate